N1=C(C=CC=C1)N1CCNCC1 4-(pyridin-2-yl)piperazin